3-methyl-2-(6-methylhept-5-en-2-yl)cyclopent-2-en-1-one CC1=C(C(CC1)=O)C(C)CCC=C(C)C